6-bromo-3-(2,2,3,3,3-pentafluoropropyl)imidazo[4,5-c]pyridine BrC1=CC2=C(C=N1)N(C=N2)CC(C(F)(F)F)(F)F